1H-indol-1-yl-heptanoic acid N1(C=CC2=CC=CC=C12)C(C(=O)O)CCCCC